4-(4-((1-(4-((S)-2-(3-chloro-4-cyanophenyl)-3-methyl-2,8-diazaspiro[4.5]decane-8-yl)benzoyl)piperidin-4-yl)methyl)piperazin-1-yl)-N-(2,6-dioxopiperidin-3-yl)benzamide ClC=1C=C(C=CC1C#N)N1CC2(C[C@@H]1C)CCN(CC2)C2=CC=C(C(=O)N1CCC(CC1)CN1CCN(CC1)C1=CC=C(C(=O)NC3C(NC(CC3)=O)=O)C=C1)C=C2